C(C)(C)(C)C=1C=CC=2N(C3=CC=CC=C3C2C1)C1=C(C#N)C(=C(C(=C1N1C2=CC=CC=C2C=2C=C(C=CC12)C(C)(C)C)N1C2=CC=CC=C2C=2C=C(C=CC12)C(C)(C)C)N1C2=CC=CC=C2C=2C=C(C=CC12)C(C)(C)C)C1=CC(=NC(=C1)C1=CC=CC=C1)C1=CC=CC=C1 2,3,4,5-tetrakis(3-(tert-butyl)-9H-carbazol-9-yl)-6-(2,6-diphenylpyridin-4-yl)benzonitrile